C(C)(C)N1CC(C1)C=1C=C(C=CC1)C=1N=NNC1 4-(3-(1-isopropylazetidin-3-yl)phenyl)-1H-1,2,3-triazol